NCCCCCCCCCCCC=CC(=O)[O-] 14-aminotetradecenoate